ClC1=C(C(=O)OC(C)(C)C)C=C(C=C1)C(NC)=O tert.-Butyl 2-chloro-5-(methylcarbamoyl)benzoate